Cl.ClC=1C=C(C=CC1)N1N=C(C2=C1C(N(CC2)C2=NC=1CNCCC1C=C2)=O)C(=O)NCC2CC2 1-(3-Chlorophenyl)-N-(cyclopropylmethyl)-7-oxo-6-(5,6,7,8-tetrahydro-1,7-naphthyridin-2-yl)-4,5-dihydropyrazolo[3,4-c]pyridine-3-carboxamide hydrochloride